bipyrrolidinium tetrafluoroborate F[B-](F)(F)F.[NH+]1(CCCC1)[NH+]1CCCC1.F[B-](F)(F)F